NC1=NC=C(C2=C1COC2)NC(C(=O)OC)=O methyl 2-((4-amino-1,3-dihydrofuro[3,4-c]pyridin-7-yl) amino)-2-oxoacetate